FC1(CN2C(CCC2C1)C#N)F 6,6-difluorohexahydro-1H-pyrrolizine-3-carbonitrile